BrC=1C=C(C(=O)OC)C=C(C1OC)Cl methyl 3-bromo-5-chloro-4-methoxy-benzoate